7-(fluoroimidazo[1,2-a]pyridin-3-yl)-7-((5-(6-hydroxy-4-azaspiro[2.5]octan-4-yl)pyridin-2-yl)amino)isoindolin-1-one FC=1N=C2N(C=CC=C2)C1C1(CC=CC=2CNC(C12)=O)NC1=NC=C(C=C1)N1C2(CC2)CCC(C1)O